FC(C=1C(=NC=C(C1)C1=NC(=NC=C1)C)OC[C@](CC(C)C)(N)C)F (S)-1-((3-(difluoromethyl)-5-(2-methylpyrimidin-4-yl)pyridin-2-yl)oxy)-2,4-dimethyl-pentan-2-amine